FC1=NC=CC(=C1)C=1C2=C(N=C(N1)NC1CCC3(CCO3)CC1)C=CN=C2N (2-fluoropyridin-4-yl)-N2-((4R,7R)-1-oxaspiro[3.5]non-7-yl)pyrido[4,3-d]pyrimidine-2,5-diamine